3,4-diaminopyrroline-1-carboxylic acid tert-butyl ester C(C)(C)(C)OC(=O)N1C=C(C(C1)N)N